C(C)OC(=O)C=1C=NN(C1C(F)(F)F)C1=NC=NC=C1 1-(pyrimidin-4-yl)-5-(trifluoromethyl)-1H-pyrazole-4-carboxylic acid ethyl ester